(1R,4R)-7-bromo-1-methylisochroman-4-yl-N-methyl-6,8-dihydro-1H-furo[3,4-d]pyrrolo[3,2-b]pyridine-2-carboxamide BrC1=CC=C2[C@H](CO[C@@H](C2=C1)C)N1C(=CC2=NC=C3C(=C21)COC3)C(=O)NC